N-isopropyl-N-methyl-5-(2-((1-(methylsulfonyl)piperidin-4-yl)amino)-5-(trifluoromethyl)pyrimidin-4-yl)thiazol-2-amine C(C)(C)N(C=1SC(=CN1)C1=NC(=NC=C1C(F)(F)F)NC1CCN(CC1)S(=O)(=O)C)C